5-cyclopropylisoxazol C1(CC1)C1=CC=NO1